C(C)(C)(C)OC(=O)N1CC(C2=NC=C(C=C21)Cl)(C)C 6-chloro-3,3-dimethyl-2,3-dihydropyrrolo[3,2-b]pyridine-1-carboxylic acid tert-butyl ester